C(CCCCCCCCC)NC(=O)N(C)C N-decyl-N',N'-dimethylurea